C1(=CC=CC=C1)C1=CC(OC1)=O 4-phenyl-furan-2(5H)-one